3-guanidino-4-methylbenzoate N(C(=N)N)C=1C=C(C(=O)[O-])C=CC1C